C(CC)[Si](OC)(OC)OC propyltrimethyl-oxysilane